(S)-8'-((2S,5R)-4-acryloyl-2,5-dimethylpiperazin-1-yl)-11'-(2,4-difluorophenyl)-10'-(trifluoromethyl)-2'H,4'H,6'H-spiro[oxetane-3,3'-[1,4]thiazepino[2,3,4-ij]quinazolin]-6'-one C(C=C)(=O)N1C[C@@H](N(C[C@H]1C)C1=NC(N2C3=C(C(=C(C=C13)C(F)(F)F)C1=C(C=C(C=C1)F)F)SCC1(C2)COC1)=O)C